(R)-2-([1,1'-Biphenyl]-4-yl)-N-(7-((4-((1-(3-bromophenyl)ethyl)amino)-6-methoxy-2-methylquinazolin-7-yl)oxy)heptyl)acetamide C1(=CC=C(C=C1)CC(=O)NCCCCCCCOC1=C(C=C2C(=NC(=NC2=C1)C)N[C@H](C)C1=CC(=CC=C1)Br)OC)C1=CC=CC=C1